FC=1C=C(C=C(C1F)F)CC(=O)O (3,4,5-Trifluorophenyl)acetic acid